β-Methyl naphthyl ketone CC(=O)C1=CC2=CC=CC=C2C=C1